benzyl (S)-4-(5-amino-6-((8-chloronaphthalen-1-yl)carbamoyl)-2-((1-methylpyrrolidin-2-yl)methoxy)pyrimidin-4-yl)piperazine-1-carboxylate NC=1C(=NC(=NC1C(NC1=CC=CC2=CC=CC(=C12)Cl)=O)OC[C@H]1N(CCC1)C)N1CCN(CC1)C(=O)OCC1=CC=CC=C1